4-methyl-2-acryloyloxy-S-triazine CC1=NC(=NC=N1)OC(C=C)=O